C(#N)C(C(=O)O)=CC=1C=CC=2N(C3=CC=C(C=C3C2C1)C=CC1=CC=C(C=C1)N(C1=CC=CC=C1)C1=CC=CC=C1)CC 2-cyano-3-(6-(4-(diphenylamino)styryl)9-ethyl-9H-carbazol-3-yl)acrylic acid